4-(dimethoxymethyl)-1-(4-(4,4,5,5-tetramethyl-1,3,2-dioxaborolan-2-yl)phenyl)piperidine COC(C1CCN(CC1)C1=CC=C(C=C1)B1OC(C(O1)(C)C)(C)C)OC